tert-butyl 4-(1-((6-fluoro-2-methylpyrazolo[1,5-a]pyridin-5-yl)carbamoyl)-2,3-dihydro-1H-pyrrolo[2,3-b]pyridin-4-yl)piperazine-1-carboxylate FC=1C(=CC=2N(C1)N=C(C2)C)NC(=O)N2CCC=1C2=NC=CC1N1CCN(CC1)C(=O)OC(C)(C)C